5-[1-[4-(methoxymethyl)-1-(2-trimethylsilylethoxymethyl)pyrazol-3-yl]-3-(trifluoromethyl)pyrazol-4-yl]-1-methyl-imidazole-2-carboxamide COCC=1C(=NN(C1)COCC[Si](C)(C)C)N1N=C(C(=C1)C1=CN=C(N1C)C(=O)N)C(F)(F)F